N[C@H](C(=O)NCCCNC(C1=C(C=C(C=C1)NC=1C=2N(C=CN1)C(=CN2)C2=C(C(=C(C=C2)OC)F)F)CC)=O)CCNC(=N)N N-[3-[[(2S)-2-amino-4-carbamimidamidobutanoyl]amino]propyl]-4-[[3-(2,3-difluoro-4-methoxyphenyl)imidazo[1,2-a]pyrazin-8-yl]amino]-2-ethylbenzamide